N-ethyl-2-(3-(5-(5-fluoropyridin-3-yl)-1,3,4-oxadiazol-2-yl)-6-oxopyridazin-1(6H)-yl)acetamide C(C)NC(CN1N=C(C=CC1=O)C=1OC(=NN1)C=1C=NC=C(C1)F)=O